ethyl 8-[(tert-butoxycarbonylamino)methyl]-6-methyl-imidazo[1,2-a]pyrazine-2-carboxylate C(C)(C)(C)OC(=O)NCC=1C=2N(C=C(N1)C)C=C(N2)C(=O)OCC